6-methoxy-1-(m-toluenesulfonyl)-1,2,3,4-tetrahydroquinoxaline COC=1C=C2NCCN(C2=CC1)S(=O)(=O)C=1C=C(C)C=CC1